butylisobutyl(4-vinylphenoxy)silane C(CCC)[SiH](OC1=CC=C(C=C1)C=C)CC(C)C